BrC=1C=C(C=CC1F)N1C(=NOC1=O)C=1C(=NON1)NCCNS(=O)=O N-[2-({4-[4-(3-bromo-4-fluorophenyl)-5-oxo-4,5-dihydro-1,2,4-oxadiazol-3-yl]-1,2,5-oxadiazol-3-yl}amino)ethyl]sulfonamide